9-(hydroxymethyl)-6,6-dimethyl-3-pentyl-6a,7,10,10a-tetrahydro-6H-benzo[c]chromen-1-ol OCC=1CC2C(C(OC=3C=C(C=C(C23)O)CCCCC)(C)C)CC1